C(N)(=O)C1=CC(=C(OCC=2C3=C(SC2C(=O)OCC(=O)N(C)C)C=CC=C3Cl)C(=C1)F)F 2-(Dimethylamino)-2-oxoethyl 3-((4-carbamoyl-2,6-difluorophenoxy)methyl)-4-chlorobenzo[b]thiophene-2-carboxylate